IC1=CNC2=C1N(C(C=C2)=O)C 3-iodo-4-methyl-1H,4H,5H-pyrrolo[3,2-b]pyridin-5-one